CP(C)(C)C Tetramethylphosphine